ClC1=CC=C(C=C1)C1=NC(=NC=C1)C(=O)N(N)CC1=CC(=CC(=C1)OC)OC 4-(4-chlorophenyl)-N-(3,5-dimethoxybenzyl)pyrimidine-2-carbohydrazide